C(C)OC=1C(=C(/C=C/C2=CC(=C(C=C2)NC(C)=O)OC)C=C(C1)O)CC=C(C)C (E)-N-(4-(3-ethoxy-5-hydroxy-2-(3-methylbut-2-en-1-yl)styryl)-2-methoxyphenyl)acetamide